(E)-1-Chloro-4-(2-(4-chlorophenylsulfinyl)-2-phenylvinyl)sulfonylbenzene ClC1=CC=C(C=C1)S(=O)(=O)\C=C(/C1=CC=CC=C1)\S(=O)C1=CC=C(C=C1)Cl